O1CC[C@@H](C2=CC=CC=C12)NC(=O)C=1C=C(C=CC1)[C@@H](CCC)N1C(N[C@](CC1=O)(C1=CC=CC=C1)CC1CC1)=[NH2+] [(4R)-1-[(1R)-1-[3-[[(4S)-chroman-4-yl]carbamoyl]phenyl]butyl]-4-(cyclopropylmethyl)-6-oxo-4-phenyl-hexahydropyrimidin-2-ylidene]ammonium